FC1=C(C(=O)Cl)C=C(C=C1)NC(C1=C(C=CC(=C1)C(F)(F)F)OC1=C(C=C(C=C1)F)C)=O 2-fluoro-5-(2-(4-fluoro-2-methylphenoxy)-5-(trifluoromethyl)benzamido)benzoyl chloride